tert-butyl-4-[3-[2-[6-(dimethylsulfamoyl)-3-methyl-indol-1-yl]propanoylamino]-4-methyl-phenyl]piperazine-1-carboxylate C(C)(C)(C)OC(=O)N1CCN(CC1)C1=CC(=C(C=C1)C)NC(C(C)N1C=C(C2=CC=C(C=C12)S(N(C)C)(=O)=O)C)=O